N1N=CC2=CC(=CC=C12)NC1=NC(=NC=C1)C1=CC=C2C=C(NC2=C1)C(=O)NC1=CC=C(C(=O)OC)C=C1 methyl 4-(6-(4-((1H-indazol-5-yl)amino)-pyrimidin-2-yl)-1H-indole-2-carboxamido)-benzoate